N1=CC=C(C=C1)C(C(C)S(=O)N)=C pyridin-4-yl-(methylidene)propane-2-sulfinamide